FC=1C(=C(C=CC1F)C1=C(SC(C1)(C)C)C(=O)OCC)OC ethyl 3-(3,4-difluoro-2-methoxyphenyl)-5,5-dimethyl-4,5-dihydrothiophene-2-carboxylate